6-(3-phenylmorpholine-4-carbonyl)-1-(prop-2-yn-1-yl)pyridin-2(1H)-one C1(=CC=CC=C1)C1N(CCOC1)C(=O)C1=CC=CC(N1CC#C)=O